N1CC(OCC1)CNC(=O)C1=CC2=C(N=CN2)C=C1 benzoimidazole-5-carboxylic acid (morpholin-2-ylmethyl)-amide